4,6-diethoxy-5-(3,3,4,4-tetramethylborolan-1-yl)pyrimidine C(C)OC1=NC=NC(=C1B1CC(C(C1)(C)C)(C)C)OCC